Myristylether Citrate C(CC(O)(C(=O)O)CC(=O)O)(=O)O.C(CCCCCCCCCCCCC)OCCCCCCCCCCCCCC